C(#N)C=1C(OC(C1C)(C(F)(F)F)C1=CC=CC=C1)=C(C#N)C#N 2-[3-cyano-4-methyl-5-phenyl-5-(trifluoromethyl)-2-furanylidene]malononitrile